2-[3-(7-methyl-2,7-diazaspiro[3.5]non-2-yl)-1,2,4-triazin-6-yl]-5-(1-methyl-1H-pyrazol-3-yl)phenol CN1CCC2(CN(C2)C=2N=NC(=CN2)C2=C(C=C(C=C2)C2=NN(C=C2)C)O)CC1